4-[4-bromo-6-(2,6-dichloro-4-fluoro-benzyl)-3-hydroxy-pyridin-2-yl]-4-oxo-butyric acid ethyl ester C(C)OC(CCC(=O)C1=NC(=CC(=C1O)Br)CC1=C(C=C(C=C1Cl)F)Cl)=O